(2E)-3-[3,5-difluoro-1-(oxetan-2-yl)indazol-6-yl]prop-2-enoic acid methyl ester COC(\C=C\C1=C(C=C2C(=NN(C2=C1)C1OCC1)F)F)=O